pyrano[2,3-f]isoindol O1C=CC=C2C1=CC1=CN=CC1=C2